tert-butyl (R)-2-((1-benzyl-2'-(2-hydroxyphenyl)-6'H-spiro[piperidine-4,5'-[1,7]naphthyridin]-7'(8'H)-yl)methyl)pyrrolidine-1-carboxylate C(C1=CC=CC=C1)N1CCC2(C=3C=CC(=NC3CN(C2)C[C@@H]2N(CCC2)C(=O)OC(C)(C)C)C2=C(C=CC=C2)O)CC1